(ethyl-d5)-2-(methylsulfonyl)-9-(tetrahydro-2H-pyran-4-yl)-7,9-dihydro-8H-purin-8-one C(C([2H])([2H])[2H])([2H])([2H])N1C(N(C2=NC(=NC=C12)S(=O)(=O)C)C1CCOCC1)=O